6-(2-((1-aminocyclopropyl)methyl)-1,2,3,4-tetrahydroisoquinolin-7-yl)-N3-(2,6-dimethylphenyl)-1-methyl-1H-pyrazolo[3,4-d]pyrimidine-3,6-diamine NC1(CC1)CN1CC2=CC(=CC=C2CC1)C1(N=CC=2C(=N1)N(NC2NC2=C(C=CC=C2C)C)C)N